ClC1=CC=C2CC[C@]3(C2=C1)[C@H](C3)C(=O)OCC |o1:7,10| ethyl (1R*,2S*)-6'-chloro-2',3'-dihydrospiro[cyclopropane-1,1'-indene]-2-carboxylate